N,N-Dimethylaminomethyltriethoxysilan CN(C)C[Si](OCC)(OCC)OCC